NC(C(=O)N[C@@H](C)C(=O)O)CCP(=O)C 2-amino-4-(methylphosphinyl)butyrylalanine